6-(2-((trans-4-hydroxy-4-methylcyclohexyl)amino)-4-methoxypyrrolo[2,1-f][1,2,4]triazin-5-yl)imidazo[1,2-a]pyridine-3-carbonitrile OC1(CCC(CC1)NC1=NN2C(C(=N1)OC)=C(C=C2)C=2C=CC=1N(C2)C(=CN1)C#N)C